2-chloro-8-(chloromethyl)-9-(4-(1-isopropyl-4-(trifluoromethyl)-1H-imidazol-2-yl)benzyl)-9H-purine ClC1=NC=C2N=C(N(C2=N1)CC1=CC=C(C=C1)C=1N(C=C(N1)C(F)(F)F)C(C)C)CCl